(1aR,5aR)-2-(5-Trifluoromethyl-pyridin-2-yl)-1a,2,5,5a-tetrahydro-1H-2,3-diaza-cyclopropa[a]pentalene-4-carboxylic acid (2-hydroxy-1,1-dimethyl-ethyl)-amide OCC(C)(C)NC(=O)C=1C=2C[C@@H]3[C@H](C2N(N1)C1=NC=C(C=C1)C(F)(F)F)C3